((3-amino-2-chlorophenyl)thio)-6-chloropyrazin-2-amine NC=1C(=C(C=CC1)SC=1C(=NC(=CN1)Cl)N)Cl